C1(=CC=C(C=C1)C(=O)O)C1=CC=CC=C1 4-biphenyl-carboxylic acid